(±)-6-methyl-2-(3-((2-(trifluoromethyl)phenoxy)methyl)piperidin-1-yl)pyrimidine-4-carboxylic acid methyl ester COC(=O)C1=NC(=NC(=C1)C)N1C[C@@H](CCC1)COC1=C(C=CC=C1)C(F)(F)F |r|